C1N(CCC2=CC=CC=C12)C[C@H](CNC(=O)N1C[C@@H](CCC1)C1CCOCC1)O (S)-N-((S)-3-(3,4-dihydroisoquinolin-2(1H)-yl)-2-hydroxypropyl)-3-(tetrahydro-2H-pyran-4-yl)piperidine-1-carboxamide